bis(4-chloro-3,5-dimethyl-1H-pyrazolesulfonylthiocarbonyl) disulfide ClC=1C(NNC1C)(S(=O)(=O)C(=S)SSC(=S)S(=O)(=O)C1(NNC(=C1Cl)C)C)C